OC=1C=C(C=C2C=CC=NC12)C1=CC=C(C=C1)C(=O)N1CCCC1 (4-(8-hydroxyquinolin-6-yl)phenyl)(pyrrolidin-1-yl)methanone